1-isopropyl-5-(6-methoxy-4-methyl-1,3-benzoxazol-2-yl)-1,2,3-benzotriazole C(C)(C)N1N=NC2=C1C=CC(=C2)C=2OC1=C(N2)C(=CC(=C1)OC)C